ClC=1C=CC2=C(C(CC(O2)C(=O)NC23CCC(CC2)(CC3)C=3OC(=NN3)[C@@H]3C[C@@H](C3)OC(F)(F)F)=O)C1 6-chloro-4-oxo-N-(4-{5-[cis-3-(trifluoromethoxy)cyclobutyl]-1,3,4-oxadiazol-2-yl}bicyclo[2.2.2]oct-1-yl)-3,4-dihydro-2H-1-benzopyran-2-carboxamide